N-(6-carbamoyl-2,2-difluoro-4-methyl-1,3-benzodioxol-5-yl)-2-(3-chloro-2-pyridyl)-5-(trifluoromethyl)pyrazole-3-carboxamide C(N)(=O)C=1C(=C(C2=C(OC(O2)(F)F)C1)C)NC(=O)C=1N(N=C(C1)C(F)(F)F)C1=NC=CC=C1Cl